NC1=NC=CC2=CC=C(C=C12)C=1C=C2C(=NN(C2=CC1)CC)COC1=C(C=CC=C1)CC(=O)O 2-(2-((5-(1-aminoisoquinolin-7-yl)-1-ethyl-1H-indazol-3-yl)methoxy)phenyl)acetic acid